6-methyl-imidazo[1,2-a]pyridine CC=1C=CC=2N(C1)C=CN2